ClC=1C(=NN(C1S(=O)(=O)N1CC2(C1)CCCC2)C)C 2-((4-Chloro-1,3-dimethyl-1H-pyrazol-5-yl)sulfonyl)-2-azaspiro[3.4]octan